(R)-4-((2-cyanophenyl)thio)-6-(1-(piperidin-3-yl)-1H-pyrazol-4-yl)pyrazolo[1,5-a]pyridine-3-carbonitrile C(#N)C1=C(C=CC=C1)SC=1C=2N(C=C(C1)C=1C=NN(C1)[C@H]1CNCCC1)N=CC2C#N